Nitrobenzo[d]oxazol-2(3H)-one [N+](=O)([O-])N1C(OC2=C1C=CC=C2)=O